benzyl 2-[2-chloro-4-(methoxycarbonyl)phenyl]-4-ethoxypiperidine-1-carboxylate ClC1=C(C=CC(=C1)C(=O)OC)C1N(CCC(C1)OCC)C(=O)OCC1=CC=CC=C1